9b-(((4-(3,8-diazabicyclo[3.2.1]octan-3-yl)-7-(8-ethynyl-7-fluoronaphthalen-1-yl)-8-fluoropyrido[4,3-d]pyrimidin-2-yl)oxy)methyl)-2,3,5,9b-tetrahydro-1H-pyrrolo[2,1-a]isoindole C12CN(CC(CC1)N2)C=2C1=C(N=C(N2)OCC23N(CC4=CC=CC=C24)CCC3)C(=C(N=C1)C1=CC=CC3=CC=C(C(=C13)C#C)F)F